cyanomethyl (S)-2-((tert-butoxycarbonyl)amino)-3-(4-(2-cyanopyrazolo[1,5-a]pyrimidin-6-yl)thiazol-2-yl)propanoate C(C)(C)(C)OC(=O)N[C@H](C(=O)OCC#N)CC=1SC=C(N1)C=1C=NC=2N(C1)N=C(C2)C#N